N-(1'-(2-(1,1-difluoroethyl)pyrimidin-4-yl)-1',2'-dihydrospiro[cyclobutane-1,3'-pyrrolo[3,2-c]pyridin]-6'-yl)acetamide FC(C)(F)C1=NC=CC(=N1)N1CC2(C=3C=NC(=CC31)NC(C)=O)CCC2